(3-(aminomethyl)-4-fluorophenyl)-5-(3,5-dichloro-4-fluorophenyl)-N-(ethoxymethyl)-5-(trifluoromethyl)-4,5-dihydroisoxazol-3-amine NCC=1C=C(C=CC1F)C1C(=NOC1(C(F)(F)F)C1=CC(=C(C(=C1)Cl)F)Cl)NCOCC